FC1=C(C(=CC=C1)F)CN1C=NN(C1=O)C=1C=C(C(=NC1)OC1=C(N=C(S1)C(=O)OC)C)F methyl 5-[[5-[4-[(2,6-difluorophenyl)methyl]-5-oxo-1,2,4-triazol-1-yl]-3-fluoro-2-pyridyl]oxy]-4-methyl-thiazole-2-carboxylate